ClC=1C=C2C(N(CN(C2=CC1F)C1=C(C=C(C=C1)F)CC)C1=C(C=[N+](C=C1)[O-])C)=O 4-(6-chloro-1-(2-ethyl-4-fluorophenyl)-7-fluoro-4-oxo-1,4-dihydroquinazolin-3(2H)-yl)-3-methylpyridine 1-oxide